4,7,10,13,16-pentaoxa-20,26-diazahentriacontanedioate C(CCOCCOCCOCCOCCOCCCNCCCCCNCCCCC(=O)[O-])(=O)[O-]